C(C)SCCNCC1=NC=CC=C1 2-(ethylsulfanyl)-N-(pyridin-2-ylmethyl)ethan-1-amine